6-((exo-8-Azabicyclo[3.2.1]octan-3-yl)oxy)-N-(4-([1,2,4]triazolo[1,5-a]pyridin-7-yloxy)-2-fluoro-3-methylphenyl)pyrido[3,4-d]pyrimidin-4-amine 2,2,2-trifluoroacetate FC(C(=O)O)(F)F.C12CC(CC(CC1)N2)OC2=CC1=C(N=CN=C1NC1=C(C(=C(C=C1)OC1=CC=3N(C=C1)N=CN3)C)F)C=N2